COC1=CC=C(C=CC2=NC(=NC(=N2)C(Cl)(Cl)Cl)C(Cl)(Cl)Cl)C=C1 2-(4-methoxystyryl)-4,6-bis(trichloromethyl)-s-triazine